COC1=CC=C(C=C1)C=1CN(CC1COC=1C=C2C(NCC2=CC1)=O)C(=O)OC(C)(C)C tert-Butyl 3-(4-Methoxyphenyl)-4-{[(3-oxoisoindolin-5-yl)oxy]methyl}-2,5-dihydro-1H-pyrrole-1-carboxylate